tert-butyl (S)-2-(5-fluoro-4-(1-(4-(trifluoromethoxy)benzoyl) piperidin-4-yl)-1H-pyrrolo[2,3-b]pyridin-2-yl)morpholine-4-carboxylate FC=1C(=C2C(=NC1)NC(=C2)[C@@H]2CN(CCO2)C(=O)OC(C)(C)C)C2CCN(CC2)C(C2=CC=C(C=C2)OC(F)(F)F)=O